2,6-bis(hydroxymethyl)-p-cresol tert-butyl-(4R)-4-[[6-(1,3-dimethylpyrazol-4-yl)-[1,2,4]triazolo[1,5-a]pyrazin-8-yl]oxy]azepane-1-carboxylate C(C)(C)(C)C1N(CCC[C@H](C1)OC=1C=2N(C=C(N1)C=1C(=NN(C1)C)C)N=CN2)C(=O)OC2=C(C=C(C=C2CO)C)CO